N-{(1R*,6S,7aS)-2-[4-(2,6-difluorophenyl)-1,2-benzoxazol-3-yl]-1-methyl-3-oxohexahydro-1H-pyrrolo[1,2-c]imidazol-6-yl}ethanesulfonamide FC1=C(C(=CC=C1)F)C1=CC=CC2=C1C(=NO2)N2C(N1[C@H]([C@H]2C)C[C@@H](C1)NS(=O)(=O)CC)=O |o1:21|